3-(1-methyl-1H-pyrazol-4-yl)-N-(4-(4-((2-morpholinoethyl)amino)-4-oxobutyl)-1-phenyl-1H-imidazol-2-yl)benzamide CN1N=CC(=C1)C=1C=C(C(=O)NC=2N(C=C(N2)CCCC(=O)NCCN2CCOCC2)C2=CC=CC=C2)C=CC1